2-(4-(tert-Butyloxycarbonyl)-1-(2,4-dinitrophenyl)piperazin-2-yl)acetic acid C(C)(C)(C)OC(=O)N1CC(N(CC1)C1=C(C=C(C=C1)[N+](=O)[O-])[N+](=O)[O-])CC(=O)O